(R)-N-(cyclobutylmethyl)-1-(6-((4-(6-methoxy-1H-indazol-4-yl)-1H-1,2,3-triazol-1-yl)methyl)pyridazin-3-yl)-N-methylpiperidin-3-amine C1(CCC1)CN([C@H]1CN(CCC1)C=1N=NC(=CC1)CN1N=NC(=C1)C1=C2C=NNC2=CC(=C1)OC)C